C(C#C)P(CCC=C)(CC#C)=O di(2-propynyl)(3-butenyl)phosphine oxide